N-(5-((5-chloropyridin-2-yl)methoxy)-1,3,4-thiadiazol-2-yl)-2-fluoronicotinamide ClC=1C=CC(=NC1)COC1=NN=C(S1)NC(C1=C(N=CC=C1)F)=O